BrC1=CC(=C(OC2CCN(CC2)C(=O)OC(C)(C)C)C=C1)C=O tert-butyl 4-(4-bromo-2-formylphenoxy)piperidine-1-carboxylate